6-(difluoromethyl)-5-oxa-8-azaspiro[3.5]nonane FC(C1OC2(CCC2)CNC1)F